2-(4-((1R,5S)-3,8-diazabicyclo[3.2.1]octan-3-yl)-6-chloro-2-(4-(dimethylamino)phenoxy)-8-fluoroquinazolin-7-yl)-3-fluorophenol [C@H]12CN(C[C@H](CC1)N2)C2=NC(=NC1=C(C(=C(C=C21)Cl)C2=C(C=CC=C2F)O)F)OC2=CC=C(C=C2)N(C)C